COC1=CC(=C(C=O)C=C1)NC(C(C)(C)C)=O 4-methoxy-2-pivaloylaminobenzaldehyde